7-(methylthio)-1H-benzo[d]imidazole-5-carboxylate CSC1=CC(=CC2=C1NC=N2)C(=O)[O-]